2-(4-aminopiperidin-1-yl)-7-isopropyl-N-(2-(3-(4-methylpiperazin-1-yl)-1H-pyrazol-1-yl)benzyl)imidazo[2,1-f][1,2,4]triazin-4-amine NC1CCN(CC1)C1=NN2C(C(=N1)NCC1=C(C=CC=C1)N1N=C(C=C1)N1CCN(CC1)C)=NC=C2C(C)C